COC=1C=C(C=CC1OC)NC(=O)N 3,4-dimethoxyphenyl-urea